N1CC(C1)CN1C(C(N(C2=CC(=C(C=C12)Cl)C1=C(C(=CC=C1OC)Cl)F)C1=C(C=CC=C1C)C(C)C)=O)=O 1-(azetidin-3-ylmethyl)-7-chloro-6-(3-chloro-2-fluoro-6-methoxyphenyl)-4-(2-isopropyl-6-methylphenyl)-1,4-dihydroquinoxaline-2,3-dione